C(\C(\C)=C/C(=O)[O-])(=O)[O-].C(C)[P+](CC)(CC)CC.C(C)[P+](CC)(CC)CC bistetraethylphosphonium citraconate